ClC=1SC(=CN1)C1(COCC1)C 2-chloro-5-(3-methyltetrahydrofuran-3-yl)thiazole